1,2-BIS(2-ETHYL-5-METHYLFURAN-3-YL)DISULFANE C(C)C=1OC(=CC1SSC1=C(OC(=C1)C)CC)C